1-(2-chloro-5-methoxyphenyl)-2-methylpropan-1-ol ClC1=C(C=C(C=C1)OC)C(C(C)C)O